C(C1=CC=CC=C1)[C@H]1C(N2C(N(O1)C(=O)OCC1=CC=CC=C1)CN(C([C@@H]2CC2=CC=CC=C2)=O)CCC(=O)O)=O 3-((3S,6S)-3,6-dibenzyl-1-((benzyloxy)carbonyl)-4,7-dioxohexahydropyrazino[2,1-c][1,2,4]oxadiazin-8(1H)-yl)propanoic acid